N-((3S,4S)-4-(3,4-difluorophenyl)piperidin-3-yl)-5,6-dihydrobenzo[f]pyrazolo[1,5-d][1,4]oxazepin-9-carboxamide FC=1C=C(C=CC1F)[C@H]1[C@@H](CNCC1)NC(=O)C1=CC2=C(C=3N(CCO2)N=CC3)C=C1